(S)-2-((4-(6-((1-Methyl-1H-indazol-6-yl)methoxy)pyridin-2-yl)piperazin-1-yl)methyl)-1-(oxetan-2-ylmethyl)-benzo[d]imidazole-6-carboxylic acid CN1N=CC2=CC=C(C=C12)COC1=CC=CC(=N1)N1CCN(CC1)CC1=NC2=C(N1C[C@H]1OCC1)C=C(C=C2)C(=O)O